ClC1=NC=NC(=N1)C1=CC=CC=2OC3=C(C21)C=CC=C3 4-chloro-6-(dibenzofuran-1-yl)-1,3,5-triazine